C1(CC1)CCN(C1=C2CN(C(C2=CC=C1)=O)C1C(NC(CC1)=O)=O)C1CCC(CC1)NC1=NC=CC=C1 3-(4-((2-cyclopropylethyl)((1r,4r)-4-(pyridin-2-ylamino)cyclohexyl)amino)-1-oxoisoindolin-2-yl)piperidine-2,6-dione